N[C@H](C(=O)N[C@H](C(=O)OC)CC1=NC=CC=C1)CC1CC1 Methyl (2S)-2-[[(2S)-2-amino-3-cyclopropyl-propanoyl]amino]-3-(2-pyridyl)propanoate